(R)-1-t-butylmethylphosphino-2-bis(pentafluorophenyl)phosphinobenzene C(C)(C)(C)CPC1=C(C=CC=C1)P(C1=C(C(=C(C(=C1F)F)F)F)F)C1=C(C(=C(C(=C1F)F)F)F)F